S(=O)(=O)(OCCCCCCCCCCCCCCCC)[O-].[Na+] Sodium Cetyl Sulfate